2-(1-acetyl-5-fluoro-1H-indazol-3-yl)-2-[1-(4-hydroxypiperidine-1-carbonyl)piperidin-4-ylidene]acetonitrile C(C)(=O)N1N=C(C2=CC(=CC=C12)F)C(C#N)=C1CCN(CC1)C(=O)N1CCC(CC1)O